4-methyl-N-[[3-methyl-2-[6-(trifluoromethyl)-2-pyridyl]-1H-indol-5-yl]methyl]pyrimidine-5-carboxamide CC1=NC=NC=C1C(=O)NCC=1C=C2C(=C(NC2=CC1)C1=NC(=CC=C1)C(F)(F)F)C